N-(3-methyl-3H-imidazo[4,5-b]pyridin-7-yl)-4-(piperazin-1-yl)-2,3-dihydro-1H-pyrrolo[2,3-b]pyridine-1-carboxamide 2,2,2-trifluoroacetate FC(C(=O)O)(F)F.CN1C=NC=2C1=NC=CC2NC(=O)N2CCC=1C2=NC=CC1N1CCNCC1